C(C=C(C)C)\C=C\C(=C)C trans-prenyl-3-methylbutadiene